O=C1OC[C@H](N1C(=O)[C@@H]1CN(CC12CN(C2)C(=O)OC(C)(C)C)C(=O)C=2C=NN(C2)CC2=C(C=C(C(=C2)F)F)F)C2=CC=CC=C2 tert-butyl (S)-8-((R)-2-oxo-4-phenyloxazolidine-3-carbonyl)-6-(1-(2,4,5-trifluorobenzyl)-1H-pyrazole-4-carbonyl)-2,6-diazaspiro[3.4]octane-2-carboxylate